C(C1=CC=CC=C1)OCCCCN1CCC2(CC1)CCNCC2 3-(4-(benzyloxy)butyl)-3,9-diazaspiro[5.5]undecane